2-[(3S,5R)-4,4-difluoro-5-methyl-3-piperidinyl]isoindoline-1,3-dione FC1([C@H](CNC[C@H]1C)N1C(C2=CC=CC=C2C1=O)=O)F